ClC=1N=C(NC1)OC 4-chloro-2-methoxy-1H-imidazole